NC=1C(=C(C=CC1)[C@]1(N/C(/N(C(C1)=O)C1CC(C1)(C)C#N)=N\C(OC(C)(C)C)=O)C)Cl tert-Butyl (NE)-N-[(4S)-4-(3-amino-2-chlorophenyl)-1-(3-cyano-3-methylcyclobutyl)-4-methyl-6-oxohexahydropyrimidin-2-ylidene]carbamate